S(=O)(=O)(O)C1=CC=CC=C1.NC1CCN(CC1)C=1N(C(C(=C(N1)C1=CC(=C(C#N)C=C1)F)C1=CC(=C(C=C1)OC)F)=O)C 4-(2-(4-aminopiperidin-1-yl)-5-(3-fluoro-4-methoxyphenyl)-1-methyl-6-oxo-1,6-dihydropyrimidin-4-yl)-2-fluorobenzonitrile besylate